[Ca].[Ca].[Ca].[Ca].[Al].[Fe] iron aluminium tetracalcium